tert-Butyl 3-(4-(2,2-difluoro-1-(2-hydroxy-2-methylpropoxy)ethyl)-7-(thiazol-2-yl)benzo[d]oxazol-2-yl)-3,6-diazabicyclo[3.1.1]heptane-6-carboxylate FC(C(OCC(C)(C)O)C1=CC=C(C2=C1N=C(O2)N2CC1N(C(C2)C1)C(=O)OC(C)(C)C)C=1SC=CN1)F